8-bromo-6H-1,6-naphthyridin-5-one BrC1=CNC(C=2C=CC=NC12)=O